O1C(=CC=C1)C=1C2=C(NN1)C(N(C2C2=CC=C(C=C2)C)C2=CC=C(C(=O)OCC)C=C2)=O ethyl 4-(3-(furan-2-yl)-6-oxo-4-(p-tolyl)-4,6-dihydropyrrolo[3,4-c]pyrazol-5(1H)-yl)benzoate